Cl.NC1CC(N(C1)C1CC1)=O 4-amino-1-cyclopropyl-pyrrolidin-2-one hydrochloride salt